NC=1C(=CC2=C(OC3=C2C=CC=C3)C1)C(C)(C)O 2-(3-aminodibenzo[b,d]furan-2-yl)propan-2-ol